5-chloro-4-(6-fluoro-1,4-diazepan-1-yl)-2-(2-fluoro-4-pyridinyl)-1H-pyrimidin-6-one hydrochloride Cl.ClC1=C(N=C(NC1=O)C1=CC(=NC=C1)F)N1CCNCC(C1)F